C1(CCCC1)NC1=CC(=C2C(NC(=NC2=C1)CSC1CCNCC1)=O)C 7-(cyclopentylamino)-5-methyl-2-((piperidin-4-ylthio)methyl)quinazolin-4(3H)-one